1-butyl-1-methylpiperidinium bis(trifluoromethylsulfonyl)imide salt [N-](S(=O)(=O)C(F)(F)F)S(=O)(=O)C(F)(F)F.C(CCC)[N+]1(CCCCC1)C